ethyl 2-[3,3-difluoro-5-(6-{5-[(methanesulfonyloxy)methyl]-1-methyl-1H-1,2,3-triazol-4-yl}-2-methylpyridin-3-yl)piperidin-1-yl]acetate FC1(CN(CC(C1)C=1C(=NC(=CC1)C=1N=NN(C1COS(=O)(=O)C)C)C)CC(=O)OCC)F